N,N'-dibenzyl-1,2-ethylenediamine C(C1=CC=CC=C1)NCCNCC1=CC=CC=C1